tert-butyl (cis)-4-hydroxycyclohexane-1-carboxylate O[C@H]1CC[C@H](CC1)C(=O)OC(C)(C)C